C(C)(C)(C)NC(=O)NC=1C=C2N=C(C(N(C2=CC1)CC1=CC(=CC=C1)OC(F)(F)F)=O)CC 1-(tert-butyl)-3-(3-ethyl-2-oxo-1-(3-(trifluoromethoxy)benzyl)-1,2-dihydroquinoxalin-6-yl)urea